N1(N=CC2=C1CCOC2)C2=CC=C(/C=C/C=1C=C(C(=C(C=O)C1)O)F)C=C2 (E)-5-(4-(6,7-dihydropyrano[4,3-c]pyrazol-1(4H)-yl)styryl)-3-fluoro-2-hydroxybenzaldehyde